4-(3,3-dimethylbicyclo(2.2.1)hept-2-yl)-1-methyl-2-oxabicyclo(2.2.2)octane CC1(C(C2CCC1C2)C21COC(CC2)(CC1)C)C